C1(CCCCC1)C(=O)N1[C@H](CN(CC1)CC1=CC=2N(C=C1)N=CC2N2C(NC(CC2)=O)=O)C (S)-1-(5-((4-(cyclohexanecarbonyl)-3-methylpiperazin-1-yl)methyl)pyrazolo[1,5-a]pyridin-3-yl)dihydropyrimidine-2,4(1H,3H)-dione